uridine triphosphate sodium salt [Na+].P([O-])(=O)(OP(=O)([O-])OP(=O)([O-])[O-])OC[C@@H]1[C@H]([C@H]([C@@H](O1)N1C(=O)NC(=O)C=C1)O)O.[Na+].[Na+].[Na+]